tert-butyl (2-amino-4,5,6,7-tetrahydrobenzo[d]thiazol-6-yl)carbamate NC=1SC2=C(N1)CCC(C2)NC(OC(C)(C)C)=O